t-butylmethyl (2-(methylamino) ethyl)-carbamate CNCCNC(OCC(C)(C)C)=O